C1(CC1)S(=O)(=O)C=1C=C2CNC(C2=CC1)C(=O)O 5-(Cyclopropylsulfonyl)isoindoline-1-carboxylic Acid